6-(2,6-dichlorophenyl)-9-ethyl-2-(methylthio)imidazo[1,2-b]Pyrimido[4,5-d]Pyridazin-5(6H)-one ClC1=C(C(=CC=C1)Cl)N1N2C(C3=C(C1=O)C=NC(=N3)SC)=NC(=C2)CC